C(C1=CC=CC=C1)N1N=CC=2C3=C(C=CC12)C(=CCC3)C3=CC=C(C=C3)N3CCC(CC3)C(OC)OC 3-benzyl-6-(4-(4-(dimethoxymethyl)piperidin-1-yl)phenyl)-8,9-dihydro-3H-benzo[e]indazole